C1(CC1)S(=O)(=O)NC=1C(=C(C(=CC1)F)[C@H](CCN(C)C)NC(=O)C=1SC(=CN1)C1=NC(=CN=C1)OCC)F (S)-N-(1-(3-(cyclopropanesulphonylamino)-2,6-difluorophenyl)-3-(dimethylamino)propyl)-5-(6-ethoxypyrazin-2-yl)thiazole-2-carboxamide